2-(dimethylaminomethyl)glutaronitrile CN(C)CC(C#N)CCC#N